C[NH+](CCCCCCCCCCCCCCCC)C N,N-dimethyl-N-hexadecylammonium